4-ammoniomethyl-tetrahydropyran [NH3+]CC1CCOCC1